[O-2].[Zn+4].[O-2] zinc(IV) oxide